C=NC(O)=O.C1(=C(C=CC=C1)C1=C(C(=C(C=2N=NSC21)C=2SC=CC2)N)C2=C(C=CC=C2)C)C ditolyl-aminothienyl-benzothiadiazole METHYLENE-CARBAMATE